4-Azido-L-Phenylalanin N(=[N+]=[N-])C1=CC=C(C[C@H](N)C(=O)O)C=C1